2-((2-(2,6-dioxopiperidin-3-yl)-1-oxoisoindolin-4-yl)oxy)-N-(9-(4-(7-(4-(2-hydroxyethyl)piperidin-1-yl)-2-methyl-5-phenylpyrazolo[1,5-a]pyrimidin-3-yl)phenyl)nonyl)-acetamide O=C1NC(CCC1N1C(C2=CC=CC(=C2C1)OCC(=O)NCCCCCCCCCC1=CC=C(C=C1)C=1C(=NN2C1N=C(C=C2N2CCC(CC2)CCO)C2=CC=CC=C2)C)=O)=O